(2S)-N-((1S)-1-cyclohexyl-2-(5-((5,6-difluoro-1-methyl-1H-indol-2-yl)carbonyl)-2,5-diazabicyclo[2.2.2]octan-2-yl)-2-oxoethyl)-2-(methylamino)propanamide C1(CCCCC1)[C@@H](C(=O)N1C2CN(C(C1)CC2)C(=O)C=2N(C1=CC(=C(C=C1C2)F)F)C)NC([C@H](C)NC)=O